1-[3-(1-hydroxyethyl)-6-[6-[4-(oxetan-3-yl)piperazin-1-yl]pyrazolo[1,5-a]pyridin-3-yl]pyridin-2-yl]-5-methylpyrazole-3-carbonitrile OC(C)C=1C(=NC(=CC1)C=1C=NN2C1C=CC(=C2)N2CCN(CC2)C2COC2)N2N=C(C=C2C)C#N